N'-(2-chloro-5-methyl-4-(methyl(2-(trifluoromethyl)phenyl)amino)phenyl)-N-ethyl-N-methylformimidamide ClC1=C(C=C(C(=C1)N(C1=C(C=CC=C1)C(F)(F)F)C)C)N=CN(C)CC